7-chloro-6-(3-fluoro-2-pyridyl)-4-methyl-8-(trifluoromethyl)-4H-imidazo[1,2-a][1,4]benzodiazepine-2-carboxylic acid ClC1=C(C=CC2=C1C(=NC(C=1N2C=C(N1)C(=O)O)C)C1=NC=CC=C1F)C(F)(F)F